NC1=C(C=2C(=NC=C(C2S1)F)C=1C2=C(C=3C=NC(=NC3C1F)N1C[C@H](CC1)N1[C@H](CN([C@@H](C1)C)C)C)COC2)C#N 2-Amino-7-fluoro-4-(5-fluoro-3-((S)-3-((2S,5R)-2,4,5-trimethylpiperazin-1-yl)pyrrolidin-1-yl)-7,9-dihydrofuro[3,4-f]quinazolin-6-yl)thieno[3,2-c]pyridine-3-carbonitrile